3,3-Dibutyl-7-fluoro-8-methoxy-5-phenyl-2,3,4,5-tetrahydro-1,5-benzothiazepine 1,1-dioxide C(CCC)C1(CS(C2=C(N(C1)C1=CC=CC=C1)C=C(C(=C2)OC)F)(=O)=O)CCCC